FCC1=C2C(=CN(C2=CC=C1)C)S(=O)(=O)C1=C(C=C(C=C1)N1C=NC(=C1)C)C 4-(Fluoromethyl)-1-methyl-3-[2-methyl-4-(4-methylimidazol-1-yl)phenyl]sulfonyl-indole